C1(CC1)C1=NC=NC(=C1C1=NC=C(C(=N1)NCC=1C=C2CCN(C(C2=CC1)=O)C(C)C)OC)OC 6-(((4'-Cyclopropyl-5,6'-dimethoxy-[2,5'-bipyrimidin]-4-yl)amino)methyl)-2-isopropyl-3,4-dihydroisoquinolin-1(2H)-one